1-bromo-2-(4-fluorophenoxy)benzene (R)-tert-butyl-5-(3-methoxy-2-(((4-nitrophenoxy)carbonyl)oxy)-3-oxopropyl)-7-methyl-1H-indazole-1-carboxylate C(C)(C)(C)OC(=O)N1N=CC2=CC(=CC(=C12)C)C[C@H](C(=O)OC)OC(=O)OC1=CC=C(C=C1)[N+](=O)[O-].BrC1=C(C=CC=C1)OC1=CC=C(C=C1)F